9-Cyclopentyl-5,6-dihydro-7-ethyl-3-(tert-butyl)-9H-pyrazolo[3,4-c]-1,2,4-triazolo[4,3-a]pyridine C1(CCCC1)N1N=C(C2=C1C=1N(CC2)C(=NN1)C(C)(C)C)CC